2-((S)-2,5-dioxo-2,3,4,5-tetrahydro-1H-benzo[e][1,4]Diazepin-3-yl)-N-(2,6-dioxopiperidin-3-yl)acetamide O=C1[C@@H](NC(C2=C(N1)C=CC=C2)=O)CC(=O)NC2C(NC(CC2)=O)=O